C[C@H](CCC[C@@H](C)C(=O)O)[C@H]1CC[C@@H]2[C@@]1(CC[C@H]3[C@H]2CC=C4[C@@]3(CC[C@@H](C4)O)C)C Cholestenoic acid